2,5-dimethoxyphenyl azide COC1=C(C=C(C=C1)OC)N=[N+]=[N-]